3-(2-(methylsulfonyl)-5-(trifluoromethyl)pyrimidin-4-yl)-1-(Benzenesulfonyl)-1H-pyrrole CS(=O)(=O)C1=NC=C(C(=N1)C1=CN(C=C1)S(=O)(=O)C1=CC=CC=C1)C(F)(F)F